Ethyl 2-hydroxy-4-methylpentanoate OC(C(=O)OCC)CC(C)C